C1(CC1)C=1C=C(C(=NC1)N1CCN(CC1)C(=O)C1=CC=C(C=C1)[C@@]1(C(NC(N1)=O)=O)C)C (R)-5-{4-[4-(5-cyclopropyl-3-methylpyridin-2-yl)piperazine-1-carbonyl]phenyl}-5-methylimidazolidine-2,4-dione